4-cyclohexyl-2-methoxy-1H-imidazole C1(CCCCC1)C=1N=C(NC1)OC